tert-butyl 8-(5-chloro-2-(pyridin-4-yl) pyrido[3,4-d]pyrimidin-4-yl)-2,8-diazaspiro[4.5]decane-2-carboxylate ClC1=CN=CC=2N=C(N=C(C21)N2CCC1(CCN(C1)C(=O)OC(C)(C)C)CC2)C2=CC=NC=C2